4-(5-bromopyrimidin-2-yl)-2-methyl-pyrazole-3-carboxylic acid BrC=1C=NC(=NC1)C1=C(N(N=C1)C)C(=O)O